C1(CC1)N1C(=NC(=C1)C(F)(F)F)C1=CC=C(C=C1)CN1C(C(=CC2=C1N=C(N=C2)C=2C(=NC=NC2OC)C2CC2)C=2N(N=NC2)C)=O 8-({4-[1-cyclopropyl-4-(trifluoromethyl)imidazol-2-yl]phenyl}methyl)-2-(4-cyclopropyl-6-methoxypyrimidin-5-yl)-6-(3-methyl-1,2,3-triazol-4-yl)pyrido[2,3-d]pyrimidin-7-one